(3S)-N-cyclobutyl-3-({1-cyclopentyl-5-[2-(methylsulfanyl)phenyl]-1H-pyrazol-3-yl}formamido)-5-(piperidin-1-yl)pentanamide C1(CCC1)NC(C[C@H](CCN1CCCCC1)NC(=O)C1=NN(C(=C1)C1=C(C=CC=C1)SC)C1CCCC1)=O